ClC1=CC=C(OC2=CC=CC3=C2C=NB3)C=C1 4-(4-chlorophenoxy)benzoborazole